C(C1=CC=CC=C1)OC1=NC(=CC=C1C1=NN(C2=CC(=CC=C12)N1CCN(CC1)C(=O)C1C(CN(CC1)C(=O)OC(C)(C)C)F)C)OCC1=CC=CC=C1 tert-butyl 4-(4-(3-(2,6-bis(benzyloxy)pyridin-3-yl)-1-methyl-1H-indazol-6-yl)piperazine-1-carbonyl)-3-fluoropiperidine-1-carboxylate